C(C)(C)(C)OC(C(CC)N1C(C(CC(C1C1=NC=C(C=C1)Cl)C1=CC(=CC=C1)Cl)(C)CC(=O)O)=O)=O 2-(1-(1-tert-butoxy-1-oxobutan-2-yl)-5-(3-chlorophenyl)-6-(5-chloropyridine-2-yl)-3-methyl-2-oxopiperidin-3-yl)acetic acid